Dimethyl-succinamide CC(C(C(=O)N)C)C(=O)N